ClC=1C=NC(=C(C(=O)OC(C)(C)C)C1F)N1CCC(CCC1)(F)F tert-butyl 5-chloro-2-(4,4-difluoroazepan-1-yl)-4-fluoronicotinate